6-(2-(6-((7R)-7-Amino-2-azabicyclo[2.2.1]heptane-2-carbonyl)-3-methylpyrazolo[1,5-a]pyrimidin-2-yl)-1-(cyclopropylmethyl)-1H-pyrrolo[2,3-b]pyridin-6-yl)isoindolin-1-one N[C@H]1C2N(CC1CC2)C(=O)C=2C=NC=1N(C2)N=C(C1C)C1=CC=2C(=NC(=CC2)C2=CC=C3CNC(C3=C2)=O)N1CC1CC1